1,1'-methylenebis(3-(2-hydroxypropan-2-yl)naphthalen-2-ol) C(C1=C(C(=CC2=CC=CC=C12)C(C)(C)O)O)C1=C(C(=CC2=CC=CC=C12)C(C)(C)O)O